(Z)-5-((5-cyano-1-(pyridin-2-ylmethyl)-1H-indol-3-yl)methylene)thiazolidine-2,4-dione C(#N)C=1C=C2C(=CN(C2=CC1)CC1=NC=CC=C1)\C=C/1\C(NC(S1)=O)=O